4-(azetidine-3-yl)-1-methylpiperazine-2-one dihydrochloride Cl.Cl.N1CC(C1)N1CC(N(CC1)C)=O